methyl (2Z)-2-azido-3-(4,5-difluoro-2-methoxyphenyl)prop-2-enoate N(=[N+]=[N-])\C(\C(=O)OC)=C/C1=C(C=C(C(=C1)F)F)OC